2,2-Difluoro-1-[(5s,7s)-7-fluoro-5-phenyl-6,7-dihydro-5H-pyrrolo[1,2-b][1,2,4]triazol-2-yl]propan-1-ol Tert-butyl-(3-(5-bromobenzo[d]oxazol-2-yl)propyl)carbamate C(C)(C)(C)N(C(=O)OC(C(C)(F)F)C=1N=C2N(N1)[C@@H](C[C@@H]2F)C2=CC=CC=C2)CCCC=2OC1=C(N2)C=C(C=C1)Br